ClC=1C(=CC2=C(C[C@@](O2)([C@H]2NCCC2)C2=CC=CC=C2)C1C=1C(=CC2=C(O[C@H](CO2)CO)C1F)C(=O)N)F (S)-7-((S)-5-Chloro-6-fluoro-2-phenyl-2-((S)-pyrrolidin-2-yl)-2,3-dihydrobenzofuran-4-yl)-8-fluoro-2-(hydroxymethyl)-2,4-dihydrobenzo[b][1,4]dioxine-6-carboxamide